C(C)(C)(C)OC(=O)N[C@H](C(=O)N1[C@@H](C[C@H](C1)OC1=NC2=CC(=CC=C2N=C1C(C)C)OC)C(=O)OC)CCCCCC=C Methyl (2S,4R)-1-((S)-2-((tert-butoxycarbonyl)amino)non-8-enoyl)-4-((3-isopropyl-7-methoxyquinoxalin-2-yl)oxy)pyrrolidine-2-carboxylate